C(C)S(=O)(=O)C=1C=C(C(=NC1C1=NC2=C(N=NC(=C2)C(F)(F)F)N1C)C)OC(C#N)(C)C 2-[[5-ethylsulfonyl-2-methyl-6-[7-methyl-3-(trifluoromethyl)imidazo[4,5-c]pyridazin-6-yl]-3-pyridyl]oxy]-2-methyl-propanenitrile